CC=1C=2N(C=C(N1)C)N=C(C2)C2=NC1=CC=C(C=C1C(N2)=O)N2[C@H](CN(CC2)C)CC (S)-2-(4,6-Dimethylpyrazolo[1,5-a]pyrazin-2-yl)-6-(2-ethyl-4-methylpiperazin-1-yl)quinazolin-4(3H)-one